(3R,4R,5R)-4-(2,4-dichlorobenzyloxy)-5-(2,4-dichloro-benzyloxymethyl)-2-methoxy-tetrahydrofuran-3-acetate ClC1=C(CO[C@@H]2[C@H](C(O[C@@H]2COCC2=C(C=C(C=C2)Cl)Cl)OC)CC(=O)[O-])C=CC(=C1)Cl